O[C@@]1(C(N(CC1)C)=O)C1=CC(=NO1)C1=CC(=CC=C1)C1=NC(=NC=C1)NC1=NN(C=C1OC)C (R)-3-Hydroxy-3-(3-(3-(2-((4-methoxy-1-methyl-1H-pyrazol-3-yl)amino)pyrimidin-4-yl)phenyl)isoxazol-5-yl)-1-methylpyrrolidin-2-one